COC(=O)[C@H]1[C@@H]([C@H]([C@H]2O[C@H](OC[C@H]2O1)C1=CC=CC=C1)O)O.C(CC)[Si](O[Si](C)(C)C)(O[Si](C)(C)C)O[Si](C)(C)C propyl-tris(trimethylsiloxy)silane (2S,4aR,6R,7R,8R,8aR)-methyl-7,8-dihydroxy-2-phenylhexahydropyrano[3,2-d][1,3]dioxine-6-carboxylate